C(CCCCCCCCCCCCC)OC(CCSCCC(=O)OCCCCCCCCCCCCCC)=O Ditetradecylthio-dipropionat